C(C)(=O)NC1=NC=CC(=C1)C=1OC=C(N1)C(=O)NC=1C=C2C(=NC1N1CCC(CC1)O)N=C(S2)N2CCOCC2 2-(2-acetamidopyridin-4-yl)-N-(5-(4-hydroxypiperidin-1-yl)-2-morpholinothiazolo[4,5-b]pyridin-6-yl)oxazole-4-carboxamide